N-(4-cyclobutyl-3-((3,3-difluoro-cyclobutyl)methyl)-1-methyl-1H-pyrazol-5-yl)-3,3-difluorocyclobutane-1-carboxamide C1(CCC1)C=1C(=NN(C1NC(=O)C1CC(C1)(F)F)C)CC1CC(C1)(F)F